6-methyl-7-(5-methyl-1-tetrahydropyran-2-yl-indazol-4-yl)-4-piperazin-1-yl-5,6,7,8-tetrahydroquinazoline CC1CC=2C(=NC=NC2CC1C1=C2C=NN(C2=CC=C1C)C1OCCCC1)N1CCNCC1